tert-butyl 4-(6-(3,6-dihydro-2H-pyran-4-yl)pyrazolo[1,5-a]pyridin-3-yl)benzoate O1CCC(=CC1)C=1C=CC=2N(C1)N=CC2C2=CC=C(C(=O)OC(C)(C)C)C=C2